CN(S(=O)(=O)C=1C=NC=NC1)C(C(F)(F)F)C1=CC=C(C=C1)F N-methyl-N-(2,2,2-trifluoro-1-(4-fluorophenyl)ethyl)pyrimidine-5-sulfonamide